O1CCOCC1 rac-(2R)-1,4-dioxan